CN1N=CC=C1C1=CC(=C2C(=N1)C(=NN2CC(F)(F)F)C2=CC=NN2)N2C[C@@H](CCC2)O (R)-1-(5-(1-methyl-1H-pyrazol-5-yl)-3-(1H-pyrazol-5-yl)-1-(2,2,2-Trifluoroethyl)-1H-pyrazolo[4,3-b]pyridin-7-yl)piperidin-3-ol